BrC=1C(=C(N(C1C)CC(OC)OC)C(=O)O)C1=CC=C(C=C1)F 4-bromo-1-(2,2-dimethoxyethyl)-3-(4-fluorophenyl)-5-methyl-1H-pyrrole-2-carboxylic acid